methyl 4-[3-(3,4,5-trimethoxyphenyl)-1-oxoprop-2-enyl]-1-{[(2-methylpropan-2-yl) oxy] carbonyl}-1,2,3,4-tetrahydroquinoxaline-6-carboxylate COC=1C=C(C=C(C1OC)OC)C=CC(=O)N1CCN(C2=CC=C(C=C12)C(=O)OC)C(=O)OC(C)(C)C